COC(=O)C1=NC(=C(N=C1)NCCN1CCCC1)[C@@H](C)C1=CC=C(C=C1)F (S)-6-(1-(4-fluorophenyl)ethyl)-5-((2-(pyrrolidin-1-yl)ethyl)amino)pyrazine-2-carboxylic acid methyl ester